C1(CC1)C=1C=C(C=CC1)C12CCN(CC2C1)C(=O)C1CC2(C1)NC(OC2)=O (rac)-(2s,4s)-2-(6-(3-Cyclopropylphenyl)-3-azabicyclo[4.1.0]heptan-3-carbonyl)-7-oxa-5-azaspiro[3.4]octan-6-on